(R)-N-((1-(3-chloro-6-((4-(trifluoromethoxy)pyridin-2-yl)amino)pyridine-2-carbonyl)-5,5-difluoropiperidin-2-yl)methyl)acetamide ClC=1C(=NC(=CC1)NC1=NC=CC(=C1)OC(F)(F)F)C(=O)N1[C@H](CCC(C1)(F)F)CNC(C)=O